tert-butyl 4-[4-({1-[(benzyloxy)carbonyl]-2,3-dihydroindol-4-yl}methyl)piperidin-1-yl]-3,3-difluoro-[1,4'-bipiperidine]-1'-carboxylate C(C1=CC=CC=C1)OC(=O)N1CCC2=C(C=CC=C12)CC1CCN(CC1)C1C(CN(CC1)C1CCN(CC1)C(=O)OC(C)(C)C)(F)F